ClC1=CC(=C(C2=C1N(N=N2)C)C)[C@@H](CC(=O)OCC)C=2C=C(C1=C(C=CS1)C2)CN2C[C@H](OC1=C([C@@H]2C)N=CC=C1)CC Ethyl (3S)-3-(7-chloro-1,4-dimethyl-1H-benzotriazol-5-yl)-3-(7-{[(2R,5S)-2-ethyl-5-methyl-2,3-dihydropyrido[2,3-f][1,4]oxazepin-4(5H)-yl]methyl}-1-benzothiophen-5-yl)propanoate